3,5,5-trimethyl-hexanoic acid-tertiary-butyl-peroxyester C(C)(C)(C)OOOC(CC(CC(C)(C)C)C)=O